6-Chloro-7-(2-fluorophenyl)-1-(2-methoxy-2-methyl-propyl)-4-(4-prop-2-enoylpiperazin-1-yl)pyrido[2,3-d]pyrimidin-2-one ClC1=CC2=C(N(C(N=C2N2CCN(CC2)C(C=C)=O)=O)CC(C)(C)OC)N=C1C1=C(C=CC=C1)F